C(C)C(C[O-])CCCCC 2-ethyl-heptanolate